COC(C(C1=C(C=CC(=C1)F)C1OCCC1)Br)=O 2-bromo-2-(5-fluoro-2-(tetrahydrofuran-2-yl)phenyl)acetic acid methyl ester